4-(4-(((3-aminooxetan-3-yl)methyl)amino)-5-methoxypyrimidin-2-yl)-2,3,4,5-tetrahydrobenzo[f][1,4]thiazepin-1,1-Dioxide NC1(COC1)CNC1=NC(=NC=C1OC)N1CCS(C2=C(C1)C=CC=C2)(=O)=O